C1(CC1)C1=CC=2N(C(=C1)N1C(N(C(C1)=O)C)=O)N=C(C2)[C@@H](C)N[S@](=O)C(C)(C)C |o1:20| (R)-N-((R*)-1-(5-cyclopropyl-7-(3-methyl-2,4-dioxoimidazolidin-1-yl)pyrazolo[1,5-a]pyridin-2-yl)ethyl)-2-methylpropane-2-sulfinamide